FC1=CC=C(C=C1)CC(=O)C1C(OC(OC1=O)(C)C)=O (2-(4-fluorophenyl)acetyl)-2,2-dimethyl-1,3-dioxane-4,6-dione